[2-[6-ethyl-1-(2-methylsulfonylethyl)pyrrolo[2,3-b]pyridin-2-yl]-5-methoxy-3-methylimidazo[1,2-a]pyridin-7-yl]methanone C(C)C1=CC=C2C(=N1)N(C(=C2)C=2N=C1N(C(=CC(=C1)C=O)OC)C2C)CCS(=O)(=O)C